2-fluoro-5-(5-formyl-2-(methylthio)thiazolo[4,5-b]pyridin-6-yl)benzonitrile FC1=C(C#N)C=C(C=C1)C=1C=C2C(=NC1C=O)N=C(S2)SC